1-((3S,5R)-1-acryloyl-5-(methoxymethyl)pyrrolidin-3-yl)-3-((4-cyclopropyl-6-fluorocinnolin-7-yl)ethynyl)-5-(methylamino)-1H-pyrazole-4-carboxamide C(C=C)(=O)N1C[C@H](C[C@@H]1COC)N1N=C(C(=C1NC)C(=O)N)C#CC1=C(C=C2C(=CN=NC2=C1)C1CC1)F